5-fluoro-N-(4-fluorophenyl)-6'-hydroxy-N-methyl-[3,4'-bipyridine]-2'-carboxamide FC=1C=C(C=NC1)C1=CC(=NC(=C1)O)C(=O)N(C)C1=CC=C(C=C1)F